CCN(CC)CCC1=CNC2=C1C=C(C=C2)OC 5-methoxy-diethyltryptamine